boronic acid Hydrate O.B(O)O